C1(=C(C(=CC=C1)CN)CN)C=1C(=CC=CC1)C1=CC=CC=C1 terphenyl-dimethylamine